FC(C=1C=C(CN2CCSCC2)C=CC1)(F)F 4-(3-trifluoromethylbenzyl)thiomorpholine